tert-butyl 4-(4-((1H-imidazole-1-carboxamido) methyl)phenyl)piperazine-1-carboxylate N1(C=NC=C1)C(=O)NCC1=CC=C(C=C1)N1CCN(CC1)C(=O)OC(C)(C)C